O[C@@H]1CN(C[C@@H]1O)C1=CC=C(C=N1)C=1C=C(C=2N(C1)N=CC2C#N)SC2=NC=CC=C2F 6-(6-((3R,4S)-3,4-dihydroxypyrrolidin-1-yl)pyridin-3-yl)-4-((3-fluoropyridin-2-yl)thio)pyrazolo[1,5-a]pyridine-3-carbonitrile